3-[5-(5-fluoropyridin-2-yl)-2H-tetrazol-2-yl]-5-(2-methoxyethoxy)benzonitrile FC=1C=CC(=NC1)C=1N=NN(N1)C=1C=C(C#N)C=C(C1)OCCOC